(3-([1,2,4]triazolo[1,5-a]pyridin-6-yl)-1H-pyrrolo[2,3-b]pyridin-5-yl)(4-methylpiperazin-1-yl)methanone N=1C=NN2C1C=CC(=C2)C2=CNC1=NC=C(C=C12)C(=O)N1CCN(CC1)C